C[Si]1(OCC(O1)C)CCCSC(C)=O thioacetic acid S-(2,4-dimethyl-[1,3,2]dioxasilolan-2-ylpropyl) ester